6-chloro-2-(5-(1,1-difluoro-ethyl)-1H-1,2,4-triazol-3-yl)-3-(1H-imidazol-1-yl)-5-meth-oxy-1-methyl-1H-pyrrolo-[3,2-b]pyridine ClC=1C=C2C(=NC1OC)C(=C(N2C)C2=NNC(=N2)C(C)(F)F)N2C=NC=C2